CC1=NC(=CC=C1S(=O)(=O)N1CC2(CN(C2)C(=O)C23CCOC(C2)(C3)C)C1)C(F)(F)F (6-((2-methyl-6-(trifluoromethyl)pyridin-3-yl)sulfonyl)-2,6-diazaspiro[3.3]heptan-2-yl)(1-methyl-2-oxabicyclo[3.1.1]heptan-5-yl)methanone